N'-[(2S,3R)-2-({3-[6-(difluoromethyl)pyridin-2-yl]-2-fluorophenyl}methyl)-4,4-difluoro-1-(1-hydroxycyclobutane-1-carbonyl)pyrrolidin-3-yl]-N,N-dimethylsulfuric diamide FC(C1=CC=CC(=N1)C=1C(=C(C=CC1)C[C@@H]1N(CC([C@@H]1NS(N(C)C)(=O)=O)(F)F)C(=O)C1(CCC1)O)F)F